3-(4-(4-nitrophenyl)-1H-imidazol-2-yl)propan-1-ol chromium-zirconium nitrogen [N].[Zr].[Cr].[N+](=O)([O-])C1=CC=C(C=C1)C=1N=C(NC1)CCCO